5-(2-(2-chloro-4-fluorophenyl)pyrrolidin-1-yl)-N-((R,E)-4-(methylsulfonyl)but-3-en-2-yl)pyrazine-2-carboxamide ClC1=C(C=CC(=C1)F)C1N(CCC1)C=1N=CC(=NC1)C(=O)N[C@H](C)\C=C\S(=O)(=O)C